ClC1=C2CC(CC2=CC=C1)NC1=NC=C(C=N1)C(=O)N1CCC12COC2 (2-((4-chloro-2,3-dihydro-1H-inden-2-yl)amino)pyrimidin-5-yl)(6-oxa-1-azaspiro[3.3]heptan-1-yl)methanone